C1CCC(CC1)[C@H](CCN2[C@@H](C(=O)NC2=O)CCCCCCC(=O)O)O The molecule is a 7-[3-(3-cyclohexyl-3-hydroxypropyl)-2,5-dioxoimidazolidin-4-yl]heptanoic acid that is the (3S,4R)-enantiomer of BW 245C. It is an enantiomer of a (3R,4S)-BW 245C.